ClC=1C=C(C=C(C1OC1=NNC(C(=C1)C(C)C)=O)Cl)N1N=C(C(NC1=O)=O)C#N 2-[3,5-dichloro-4-(5-isopropyl-6-oxo-1,6-dihydro-pyridazin-3-yloxy)phenyl]-3,5-dioxo-2,3,4,5-tetrahydro-[1,2,4]-triazine-6-carbonitrile